C1(=CC=C(C=C1)C=1OC2=C(C(N1)=O)C=CC=C2)C=2OC1=C(C(N2)=O)C=CC=C1 2,2'-p-phenylenebis(1,3-benzooxazin-4-one)